2-(1-benzyl-4-ethyl-3,6-dihydro-2H-pyridin-5-yl)-5-(4-methoxyphenyl)pyridine C(C1=CC=CC=C1)N1CCC(=C(C1)C1=NC=C(C=C1)C1=CC=C(C=C1)OC)CC